hexaphenyl-cyclohexasilanol nickel-sodium salt [Na].[Ni].C1(=CC=CC=C1)[SiH]1[Si]([Si]([Si]([SiH2][SiH2]1)(O)C1=CC=CC=C1)(C1=CC=CC=C1)C1=CC=CC=C1)(C1=CC=CC=C1)C1=CC=CC=C1